2-methyloctadieneamide CC(C(=O)N)=CC=CCCC